7-isopropyl-5-methylbicyclo[2.2.2]oct-5-ene-carbaldehyde C(C)(C)C1C2(CCC(C(=C2)C)C1)C=O